4,6-dichloro-1-(difluoromethyl)-1H-pyrazolo[4,3-c]pyridine ClC1=NC(=CC2=C1C=NN2C(F)F)Cl